N5-((1S,3S,5R,7R)-5-Hydroxyadamantan-2-yl)-N3-methyl-1-((S)-1-phenylethyl)-1H-pyrazole-3,5-dicarboxamide OC12C[C@H]3C([C@@H](CC(C1)C3)C2)NC(=O)C2=CC(=NN2[C@@H](C)C2=CC=CC=C2)C(=O)NC